2-chloro-N-[4-(3-chloro-2-fluoro-anilino)-7-[2-[(1r,5s)-3-methyl-3-azabicyclo[3.1.0]hexane-1-yl]ethynyl]-quinazolin-6-yl]-2-fluoroacetamide ClC(C(=O)NC=1C=C2C(=NC=NC2=CC1C#C[C@@]12CN(C[C@H]2C1)C)NC1=C(C(=CC=C1)Cl)F)F